β-(3,5-di-t-butyl-4-hydroxyphenyl)propionate C(C)(C)(C)C=1C=C(C=C(C1O)C(C)(C)C)CCC(=O)[O-]